C1(N=C2C=C3C1(CN1C(N=CC=C13)=O)C2)=O 3,10a-methanopyrido[4',3':3,4]pyrrolo[1,2-c]pyrimidin-1,8-dione